[Cl-].C(CCCCCCCCCCCCCCCCCCCCC)[N+](C)(C)C n-docosyl-trimethyl-ammonium chloride